FC=1C(=NC=C(C1)C)N1C(C(N(C(C1)=O)CC1=CC=C(C=C1)C(F)(F)F)C1COC1)=O 1-(3-fluoro-5-methylpyridin-2-yl)-3-(oxetan-3-yl)-4-(4-(trifluoromethyl)benzyl)-piperazine-2,5-dione